ClC1=CC=C2C(=N1)N=C(O2)N2CCN(CC2)C(=O)C2=CC=C(C=C2)C2=NOC(=N2)CC(C)(C)F [4-(5-Chlorooxazolo[4,5-b]pyridin-2-yl)piperazin-1-yl]-[4-[5-(2-fluoro-2-methylpropyl)-1,2,4-oxadiazol-3-yl]phenyl]methanone